ethyl 4-benzyloxy-6-[4-tert-butyl-2-(4-fluoro-2-methoxy-phenoxy)-6-methyl-phenyl]-2-methyl-pyridine-3-carboxylate C(C1=CC=CC=C1)OC1=C(C(=NC(=C1)C1=C(C=C(C=C1C)C(C)(C)C)OC1=C(C=C(C=C1)F)OC)C)C(=O)OCC